[C@@H]12NC[C@@H]([C@@H](C1)OC(=O)C=1C=NOC1C1CC1)C2 5-cyclopropyl-1,2-oxazole-4-carboxylic acid (1S,4S,5R)-2-azabicyclo[2.2.1]Heptan-5-yl ester